Neodymium yttrium-aluminum [Al].[Y].[Nd]